C1(=CC=CC=C1)N(C1=CC=C(C=C1)C1=CC=C(C=C1)N(C1=CC=C(C=C1)OC)C1=CC=CC=C1)C1=CC=C(C=C1)OC N,N'-diphenyl-N,N'-Di(4-methoxyphenyl)-4,4'-diaminobiphenyl